7-cyano-N-(3,3-difluoropiperidin-4-yl)-2-methyl-5-((2-(trifluoromethyl)pyridin-3-yl)-methoxy)benzofuran-3-carboxamide C(#N)C1=CC(=CC=2C(=C(OC21)C)C(=O)NC2C(CNCC2)(F)F)OCC=2C(=NC=CC2)C(F)(F)F